3,7,11-trimethyl-1,3,6,10-dodeca-tetraene CC(C=C)=CCC=C(CCC=C(C)C)C